2-ethynyl-1,3-difluoro-benzene C(#C)C1=C(C=CC=C1F)F